9-(3-(2-(1-(6-(heptadecan-9-yloxy)-6-oxohexyl)-1H-1,2,3-triazol-4-yl)ethoxy)-3-oxopropyl)-8-oxo-7-oxa-3,4-dithia-9,13-diazahexadecyl nonanoate C(CCCCCCCC)(=O)OCCSSCCOC(N(CCCNCCC)CCC(=O)OCCC=1N=NN(C1)CCCCCC(=O)OC(CCCCCCCC)CCCCCCCC)=O